3-((2-((S)-cycloheptyl(1-ethyl-1H-pyrazole-5-carboxamido)methyl)imidazo[1,2-b]pyridazin-6-yl)methyl)-2-oxopiperidine-3-carboxylic acid C1(CCCCCC1)[C@@H](C=1N=C2N(N=C(C=C2)CC2(C(NCCC2)=O)C(=O)O)C1)NC(=O)C1=CC=NN1CC